Cl.C(C1=CC=CC=C1)NCCNCC1=CC=CC=C1 N,N'-dibenzylethylenediamine hydrochloride